Cl.F[C@H]1[C@@H](CNC1)NC1=C2N=CN(C2=NC(=N1)N[C@H]([C@@H](C)O)CC)C |&1:2,3| (2R,3S)-3-((6-(((3RS,4RS)-4-fluoropyrrolidin-3-yl)amino)-9-methyl-9H-purin-2-yl)amino)pentan-2-ol hydrochloride